ClC1=NC(=C2N=C(N(C2=N1)C[C@H]1OCCC1)C)N1[C@H](CN([C@@H](C1)C)C(C1=CC=C(C=C1)OC)C1=CC=C(C=C1)C(F)F)C 2-chloro-6-((2S,5R)-4-((4-(difluoromethyl)phenyl)(4-methoxyphenyl)methyl)-2,5-dimethylpiperazin-1-yl)-8-methyl-9-(((S)-tetrahydrofuran-2-yl)methyl)-9H-purine